N,N-bis-hydroxyethyl-p-methylbenzenesulfonamide OCCN(S(=O)(=O)C1=CC=C(C=C1)C)CCO